(2-(methoxycarbonyl)-6-(methyl-d3)pyridin-4-yl)boronic acid COC(=O)C1=NC(=CC(=C1)B(O)O)C([2H])([2H])[2H]